ClC1=CC=C(S1)CN(C1=CC(=NN1C(C(C)(C)C)=O)C1CN(C(C1)O)C(=O)N1CCCC1)C 1-(5-{[(5-Chlorothiophen-2-yl)methyl](methyl)amino}-3-[5-hydroxy-1-(pyrrolidin-1-carbonyl)pyrrolidin-3-yl]-1H-pyrazol-1-yl)-2,2-dimethylpropan-1-on